C(C)(C)(C)OC(=O)N1CC(C1)[B-](F)(F)F.[K+] potassium (1-(tert-butoxycarbonyl)azetidin-3-yl)trifluoroborate